2-fluoro-4-((7-fluoro-1-methyl-1H-benzo[d]imidazol-5-yl)oxy)-3-methylaniline FC1=C(N)C=CC(=C1C)OC1=CC2=C(N(C=N2)C)C(=C1)F